C(C)(C)C1=C(C=C(C=C1)C=1N=CC2=C(N1)C=CS2)O 2-Isopropyl-5-(thieno[3,2-d]pyrimidin-2-yl)phenol